(E)-6-(4-ethoxy-2-hydroxyphenyl)-N'-(2-fluoro-5-methoxybenzylidene)pyrazine-2-carbohydrazide C(C)OC1=CC(=C(C=C1)C1=CN=CC(=N1)C(=O)N/N=C/C1=C(C=CC(=C1)OC)F)O